N12CCOCCOCCN(CCOCCOCC1)CCOCCOCC2 4,7,13,16,21,24-Hexaoxa-1,10-diazabicyclo-(8.8.8)-hexacosan